(4-[2-[(2R,5S)-5-([[6-oxo-5-(trifluoromethyl)-1,6-dihydropyridazin-4-yl]oxy]methyl)oxolan-2-yl]acetyl]piperazin-1-yl)pyridine-3-carbonitrile O=C1C(=C(C=NN1)OC[C@@H]1CC[C@@H](O1)CC(=O)N1CCN(CC1)C1=NC=CC=C1C#N)C(F)(F)F